methyl 4-(1-(5-bromo-1-(4-(trifluoromethyl)benzyl)-1H-indole-7-carboxamido)cyclopropyl)benzoate BrC=1C=C2C=CN(C2=C(C1)C(=O)NC1(CC1)C1=CC=C(C(=O)OC)C=C1)CC1=CC=C(C=C1)C(F)(F)F